10-((5-(dimethylcarbamoyl)-4-(3-(hydroxymethyl)phenyl)-2-oxopyridin-1(2H)-yl)methyl)-10-hydroxy-7-azaspiro[4.5]Decane-7-carboxylic acid tert-butyl ester C(C)(C)(C)OC(=O)N1CC2(CCCC2)C(CC1)(O)CN1C(C=C(C(=C1)C(N(C)C)=O)C1=CC(=CC=C1)CO)=O